ClC=1C=CC=C2C(CC(OC12)C1=C(OCCC(=O)O)C=C(C=C1)C(F)(F)F)=O 3-[2-(8-chloro-4-oxo-chroman-2-yl)-5-(trifluoromethyl)phenoxy]propionic acid